2,2,2-Trifluoro-1-(4-(2-(1-methyl-1H-pyrazol-4-yl)-4-nitrophenyl)piperazine-1-yl)ethan-1-one FC(C(=O)N1CCN(CC1)C1=C(C=C(C=C1)[N+](=O)[O-])C=1C=NN(C1)C)(F)F